N1=CC=C(C=C1)CCC[Si](OC)(OC)OC 3-(4-pyridyl)propyl-trimethoxysilane